8-fluoro-2-(((S)-1-methylpyrrolidin-2-yl)methoxy)pyrido[4,3-d]pyrimidine bis(2,2,2-trifluoroacetate) FC(C(=O)O)(F)F.FC(C(=O)O)(F)F.FC1=CN=CC2=C1N=C(N=C2)OC[C@H]2N(CCC2)C